ClC=1C=C(C=CC1OC)C1=CC=C2C(=NNC2=C1)C1=CC(=C(C=C1)F)OC 6-(3-Chloro-4-methoxyphenyl)-3-(4-fluoro-3-methoxyphenyl)-1H-indazole